COC1=CC=C2C3=C(C(SC2=C1)=O)C=C(C=C3)OC 3,8-dimethoxy-6H-benzo[c]thiochromen-6-one